C(C)(=O)OOCCO.[Na] sodium beta-hydroxyethoxy acetate